2-acetamido-2-deoxy-3,4,6-tri-O-methyl-D-glucose C(C)(=O)N[C@@H](C=O)[C@@H](OC)[C@H](OC)[C@H](O)COC